C(=O)OCC.C(=O)OCC Diethyl Diformate